FC1=C(C=C(C=C1)N1C(=C(C2=CC(=CC=C12)O)C(C(=O)O)C)C(C)C)C 2-(1-(4-fluoro-3-methylphenyl)-5-hydroxy-2-isopropyl-1H-indol-3-yl)propanoic acid